C1(CCCCC1)N[C@H](CCCCNS(=O)(=O)C)C(=O)N1[C@@H](CN(CC1)C=1O[C@H]([C@H](N1)C)C1=CC=CC=C1)C(=O)NCC=1SC=CC1 (2S)-1-[N2-cyclohexyl-N6-(methylsulfonyl)-D-lysyl]-4-[(4R,5S)-4-methyl-5-phenyl-4,5-dihydro-1,3-oxazol-2-yl]-N-(thiophen-2-ylmethyl)piperazine-2-carboxamide